γ-Glycidoxypropyltripropoxysilan C(C1CO1)OCCC[Si](OCCC)(OCCC)OCCC